2-[4-(1,3-benzoxazol-2-yl)-5-hydroxy-1-methyl-6-oxopyrimidin-2-yl]-4-methyl-1-phenyl-3,4-dihydro-1H-isoquinoline-6-carboxylic acid O1C(=NC2=C1C=CC=C2)C=2N=C(N(C(C2O)=O)C)N2C(C1=CC=C(C=C1C(C2)C)C(=O)O)C2=CC=CC=C2